COC1=C(\C=C/C2=C3C=C(N=CC3=C(N=C2)NC)NC(=O)C2CC2)C=CC=C1 (Z)-N-(5-(2-methoxystyryl)-8-(methylamino)-2,7-naphthyridin-3-yl)cyclopropanecarboxamide